(3aR,6aS)-5-acryloylhexahydropyrrolo[3,4-c]pyrrole C(C=C)(=O)N1C[C@H]2[C@@H](C1)CNC2